2-(3-(benzyloxy)phenyl)-2-(trifluoromethyl)oxetane C(C1=CC=CC=C1)OC=1C=C(C=CC1)C1(OCC1)C(F)(F)F